ClC1=CC=C(CNC(NCC2CC23CCN(CC3)C(=O)OC(C)(C)C)=O)C=C1 tert-butyl 1-((3-(4-chlorobenzyl)ureido)methyl)-6-azaspiro[2.5]octane-6-carboxylate